ClC1=C(C2=C(C=3C(=NC(=NC13)S(=O)CC)NCC=1N=NC=CC1)COC2)C2=C(C=CC=1SC(=C(C12)C#N)NC(OC(C)(C)C)=O)F tert-Butyl (4-(5-chloro-3-(ethylsulfinyl)-1-((pyridazin-3-ylmethyl)amino)-7,9-dihydrofuro[3,4-f]quinazolin-6-yl)-3-cyano-5-fluorobenzo[b]thiophen-2-yl)carbamate